C1(=CC=C(C=C1)C(=O)CCC(=O)O)C1=CC=CC=C1 3-(4-biphenylcarbonyl)propionic acid